2-amino-2-(hydroxymethyl)propane-1,3-diol 3-(5-chloro-2-oxo-6-(pyrazine-3-ylmethoxy)benzo[d]oxazol-3(2H)-yl)propanoate ClC=1C(=CC2=C(N(C(O2)=O)C(C(=O)OCC(CO)(CO)N)C)C1)OCC=1C=NC=CN1